(3-{[2-(4-chlorophenyl)imidazo[1,2-a]pyrimidin-3-yl]methyl}-3,8-diazabicyclo[3.2.1]oct-8-yl)(2-cyclopropyl-1,3-oxazol-4-yl)methanone ClC1=CC=C(C=C1)C=1N=C2N(C=CC=N2)C1CN1CC2CCC(C1)N2C(=O)C=2N=C(OC2)C2CC2